N-(4-(3-(4-(8-chloro-5,6-dihydro-11H-benzo[5,6]cyclohepta-[1,2-b]pyridin-11-ylidene)piperidin-1-yl)-2-hydroxypropoxy)phenyl)acetamide ClC=1C=CC2=C(CCC=3C(=NC=CC3)C2=C2CCN(CC2)CC(COC2=CC=C(C=C2)NC(C)=O)O)C1